N1C=[N+](C=C1)[O-] Imidazole 3-oxide